C1(CCC1)CN(C(OC(C)(C)C)=O)[C@H]1CN(CCC1)C=1N=NC(=CC1)C(C)N1C=NC(=C1)C=1C=NC=C(C1)OC tert-butyl (cyclobutylmethyl)((3R)-1-(6-(1-(4-(5-methoxypyridin-3-yl)-1H-imidazol-1-yl)ethyl)pyridazin-3-yl)piperidin-3-yl)carbamate